C(C)(C)(C)OC(=O)N1CC2(C1)CC=C(CC2)C2=NC(=C(C=C2)C)Cl.CC2=CC=C(C=C2)S(=O)(=O)NC2=C(C=CC=C2)C(=C)C2=CC=CC=C2 4-methyl-N-(2-(1-phenylvinyl)phenyl)benzenesulfonamide tert-Butyl-7-(6-chloro-5-methylpyridin-2-yl)-2-azaspiro[3.5]non-6-ene-2-carboxylate